3-acetyl-6-fluoro-4-phenyl-1,2-dihydroquinolin-2-one C(C)(=O)C=1C(NC2=CC=C(C=C2C1C1=CC=CC=C1)F)=O